C(C)(C)(C)OC(=O)N1CC=2N(CC1)N=C(C2)C2=CC(=C(C=C2)Cl)F.FC2=CC(=C(C=C2)C(=O)C2=CN=C1N2C=CC=C1)O (4-fluoro-2-hydroxyphenyl)(imidazo[1,2-a]pyridin-3-yl)methanone tert-butyl-2-(4-chloro-3-fluorophenyl)-6,7-dihydropyrazolo[1,5-a]pyrazine-5(4H)-carboxylate